[OH-].C(CCC)[N+](C=CCC)(C=CCC)C=CCC n-butyltri-n-butenylammonium hydroxide